C(C)[C@H]1[C@H](NC([C@H]1F)=O)COC=1C=CC=C2C=C(C=3N(C12)C=NN3)C(=O)N 9-(((2S,3S,4S)-3-Ethyl-4-fluoro-5-oxopyrrolidin-2-yl)methoxy)-[1,2,4]triazolo[4,3-a]quinoline-4-carboxamide